1-{2-[5-(acetamidomethyl)-1,3,4-oxadiazol-2-yl]acetyl}-4-fluoro-N-{phenyl-[4-(propan-2-yl)phenyl]methyl}pyrrolidine-2-carboxamide C(C)(=O)NCC1=NN=C(O1)CC(=O)N1C(CC(C1)F)C(=O)NC(C1=CC=C(C=C1)C(C)C)C1=CC=CC=C1